NC1=C(C=CC(=C1)N(C)C)NC(=O)N1C=CC2=C1N=CN=C2N(C)[C@H]2CN(CC[C@H]2C)C(CC#N)=O N-(2-amino-4-(dimethylamino)phenyl)-4-(((3R,4R)-1-(2-cyanoacetyl)-4-methylpiperidin-3-yl)(methyl)amino)-7H-pyrrolo[2,3-d]pyrimidine-7-carboxamide